(E)-1-(((4-(1-(3-aminobenzoyl)piperidin-4-yl)butyl)amino)(pyridin-3-ylamino)methylene)urea NC=1C=C(C(=O)N2CCC(CC2)CCCCN/C(=N\C(=O)N)/NC=2C=NC=CC2)C=CC1